3,3-difluoro-(R)-4-hydroxy-7-(methylsulfanyl)-1,2,3,4-tetrahydroquinolinone FC1(C(NC2=CC(=CC=C2[C@H]1O)SC)=O)F